tert-butyl 4-(2-(2-(2,3-difluoro-6-(2-morpholinothiazol-4-yl)phenoxy)ethoxy)ethyl)piperazine-1-carboxylate FC1=C(OCCOCCN2CCN(CC2)C(=O)OC(C)(C)C)C(=CC=C1F)C=1N=C(SC1)N1CCOCC1